(dimethylamino)-N-indan-2-yl-but-2-enamide CN(C)C(C(=O)NC1CC2=CC=CC=C2C1)=CC